S1CC(NC(=C1)C(=O)O)C(=O)O 3,4-dihydro-2H-1,4-thiazine-3,5-dicarboxylic acid